(S)-4-(benzyl(methyl)carbamoyl)-1-(5H-dibenzo[b,f]azepine-5-carbonyl)piperazine-2-carboxylic acid C(C1=CC=CC=C1)N(C(=O)N1C[C@H](N(CC1)C(=O)N1C2=C(C=CC3=C1C=CC=C3)C=CC=C2)C(=O)O)C